N-(2-((3-chloro-4-(trimethylsilyl)phenyl)amino)-1-(4-methoxyphenyl)-2-oxoethyl)-3-hydroxy-N-methyl-1,2-oxazole-5-carboxamide ClC=1C=C(C=CC1[Si](C)(C)C)NC(C(C1=CC=C(C=C1)OC)N(C(=O)C1=CC(=NO1)O)C)=O